C(C)N([C@H]1CCCC=2C=CC=NC12)C[C@@H]1NCC2=CC=CC(=C2C1)N1CCOCC1 (S)-N-ethyl-N-(((R)-5-morpholino-1,2,3,4-tetrahydroisoquinolin-3-yl)methyl)-5,6,7,8-tetrahydroquinolin-8-amine